N-(isopropoxycarbonyl)-L-valyl-(3RS)-3-(4-chlorophenyl)-beta-alanine methyl ester COC(C[C@@H](NC([C@@H](NC(=O)OC(C)C)C(C)C)=O)C1=CC=C(C=C1)Cl)=O |&1:4|